ClC1=CC=C(C=C1)C1=C(CC2(CC2)CC1)CC1CNCC2N1C1=C(OC2)C=C(C=C1)C(=O)N (6-(4-chlorophenyl)spiro[2.5]oct-5-en-5-yl)methyl-1,2,3,4,4a,5-hexahydrobenzo[b]pyrazino[1,2-d][1,4]oxazine-8-carboxamide